FC1=C(C(=O)NC=2N(N=C3C2N=CC(=C3)C(C)(C)O)C3=CC=CC=C3)C=C(C(=C1)C(F)(F)F)C1=NNC=C1 2-fluoro-N-[6-(1-hydroxy-1-methylethyl)-2-phenyl-2H-pyrazolo[4,3-b]pyridin-3-yl]-5-(1H-pyrazol-3-yl)-4-(trifluoromethyl)benzamide